NC=1C=NC=CC1SC=1N=CC(=NC1)N1CCC2(CC1)[C@@H](C=1C(=NC=CC1)C2)N (S)-1'-(5-((3-aminopyridin-4-yl)thio)pyrazin-2-yl)-5,7-dihydrospiro[cyclopenta[b]pyridine-6,4'-piperidin]-5-amine